1-propyl-3-methylimidazolium C(CC)N1C=[N+](C=C1)C